CC(=O)NC1=CC=C(C=C1)OS(=O)(=O)O The molecule is an aryl sulfate that is paracetamol in which the hydroxy group has been replaced by a sulfooxy group. It has a role as a drug metabolite. It is an aryl sulfate and a member of acetamides. It derives from a paracetamol.